8,13-dimethyl-8,12-icosadienedioic acid CC(CCCCCCC(=O)O)=CCCC=C(CCCCCCC(=O)O)C